CN(CCN(C1=C(C=C(C(=C1)OC)NC1=NC=NC(=C1)N1OCC[C@@H]1C1=CC(=C(C=C1)C)OCC1=CC(=CC=C1)F)NC(C=C)=O)C)C (R)-N-(2-((2-(dimethylamino)-ethyl)(methyl)-amino)-5-((6-(3-(3-((3-fluorobenzyl)oxy)-4-methyl-phenyl)isoxazolidin-2-yl)pyrimidin-4-yl)amino)-4-methoxyphenyl)acrylamide